4-bromo-N-(4-bromophenyl)-N-(4-(naphthalen-1-yl)phenyl)aniline BrC1=CC=C(N(C2=CC=C(C=C2)C2=CC=CC3=CC=CC=C23)C2=CC=C(C=C2)Br)C=C1